C1(CC1)COC=1C=C(C=CC1OC(F)F)C1C[C@@H](N(C1)C(CF)=O)C(=O)NCC=1C(=NC=CC1)C(=O)N(C)C (((2R)-4-(3-(cyclopropylmethoxy)-4-(difluoromethoxy)phenyl)-1-(2-fluoroacetyl)pyrrolidine-2-carboxamido)methyl)-N,N-dimethylpyridineamide